2-[4-(1,3-benzothiazol-2-ylmethyl)piperazin-1-yl]-N-ethylsulfonyl-4-methoxy-benzamide S1C(=NC2=C1C=CC=C2)CN2CCN(CC2)C2=C(C(=O)NS(=O)(=O)CC)C=CC(=C2)OC